3-(tert-butyl)4-methyl-6-oxo-1-(tetrahydro-2H-pyran-4-yl)-1,6-dihydropyridine-3,4-dicarboxylic acid 3-(tert-butyl) ester C(C)(C)(C)OC(=O)C1(CN(C(CC1(C(=O)O)C)=O)C1CCOCC1)C(C)(C)C